tert-butyl 6-(hydroxymethyl)-2,5-diazabicyclo[2.2.2]octane-2-carboxylate OCC1NC2CN(C1CC2)C(=O)OC(C)(C)C